CC(C=C)[Si](OC)(C)C 1-methyl-2-propenyldimethylmethoxysilane